((2S,5S)-9-chloro-2,3-dihydro-2,5-methanopyrido[3,4-f][1,4]oxazepin-4(5H)-yl)(1-(1,1-difluoroethyl)cyclobutyl)methanone ClC1=CN=CC=2[C@H]3N(C[C@@H](OC21)C3)C(=O)C3(CCC3)C(C)(F)F